C(C)SC=1N(N=C2C=C(C=CC12)C1(CC1)C#N)C=1C=C2C(=CN1)N(N=C2)CC(C(F)(F)F)(F)F 1-[3-ethylsulfanyl-2-[1-(2,2,3,3,3-pentafluoropropyl)pyrazolo[3,4-c]pyridin-5-yl]indazol-6-yl]cyclopropanecarbonitrile